NC1=C(C(=NN1C1=CC=C(C=C1)F)C1=CC=C(C=C1)Br)C#N 5-amino-3-(4-bromophenyl)-1-(4-fluorophenyl)pyrazole-4-carbonitrile